5'-chloro-N-[2-(4-fluorophenoxy)ethyl]-7'-oxo-7',8'-dihydro-6'H-spiro[cyclohexane-1,9'-furo[2,3-f]quinazoline]-2'-carboxamide ClC=1C=C2C(=C3C4(NC(NC13)=O)CCCCC4)OC(=C2)C(=O)NCCOC2=CC=C(C=C2)F